C(C1=CC(C(=O)OCCCCCCCCCCC)=CC=C1)(=O)OCCCCCCCCCCC di-undecyl isophthalate